(5-(benzyloxy)-1-(4-fluoro-3-methylphenyl)-2-isopropyl-1H-indol-3-yl)-2-hydroxy-2-methylpropionic acid methyl ester COC(C(CC1=C(N(C2=CC=C(C=C12)OCC1=CC=CC=C1)C1=CC(=C(C=C1)F)C)C(C)C)(C)O)=O